CC1=NOC(=C1C=1C=C2C(=NC1)N(C=C2C2=C(C=C(C(=O)O)C=C2)OC(F)(F)F)[C@H]2COCC2)C (R)-4-(5-(3,5-dimethylisoxazol-4-yl)-1-(tetrahydrofuran-3-yl)-1H-pyrrolo[2,3-b]pyridin-3-yl)-3-(trifluoromethoxy)benzoic acid